dioctadecyl-2-(3-tert-butyl-4-hydroxy-5-methylbenzyl)malonate C(CCCCCCCCCCCCCCCCC)OC(C(C(=O)OCCCCCCCCCCCCCCCCCC)CC1=CC(=C(C(=C1)C)O)C(C)(C)C)=O